FC(CC=1C=NN(C1)C1=CC=C(C=C1)CC(=O)N)(F)F 4-[4-(2,2,2-trifluoroethyl)-1H-pyrazol-1-yl]Phenyl-acetamide